P(OC1=CC=CC=C1)(OC(C1=C(C=C(C=C1C)C)C)=O)=O phenyl (2,4,6-trimethylbenzoyl) phosphonate